5-acetyl-2,6-dimethyl-4-(thieno[2,3-b]pyridin-3-yl)-1,4-dihydropyridine-3-carboxylic acid benzyl ester C(C1=CC=CC=C1)OC(=O)C1=C(NC(=C(C1C1=CSC2=NC=CC=C21)C(C)=O)C)C